ClC1=C(C(=C(C#N)C(=C1)OC1CC1)C1=C(C=NN1C)C=1C=C2C(=NNC(C2=C(C1)OCC(F)(F)F)=O)CN1C(C2=CC=CC=C2C1=O)=O)F 4-Chloro-6-cyclopropoxy-2-(4-(4-((1,3-dioxoisoindolin-2-yl)methyl)-1-oxo-8-(2,2,2-trifluoroethoxy)-1,2-dihydrophthalazin-6-yl)-1-methyl-1H-pyrazol-5-yl)-3-fluorobenzonitrile